2-Phenoxytetraethyleneglycol acrylat C(C=C)(=O)O.O(C1=CC=CC=C1)C(CO)OCCOCCOCCO